rac-6-(2-((3aR,5s,6aS)-5-(2-fluoro-3-methyl-phenoxy)hexahydro-cyclopenta[c]pyrrol-2(1H)-yl)-1-hydroxyethyl)pyridin-3-ol FC1=C(OC2C[C@@H]3[C@@H](CN(C3)CC(O)C3=CC=C(C=N3)O)C2)C=CC=C1C